N2-Cyclopropyl-N1-[4-(1,1,1,3,3,3-hexafluoro-2-hydroxypropan-2-yl)phenyl]-5-(methylsulfonyl)-1,3-dihydro-2H-isoindol-1,2-dicarboxamid C1(CC1)NC(=O)N1C(C2=CC=C(C=C2C1)S(=O)(=O)C)C(=O)NC1=CC=C(C=C1)C(C(F)(F)F)(C(F)(F)F)O